O=C(C(=O)N)N1[C@H](CC[C@@H](C1)C)C1=CC(=CC=C1)Cl 2-Oxo-2-[(2R,5S)-2-(3-chlorophenyl)-5-methyl-1-piperidyl]acetamide